methyl 4-amino-7-trifluoromethyl-1-(4-(1-hydroxyethyl) phenyl)-2-oxopyrido[3,2-b]pyridin-3-carboxylate NC=1C2=C(N(C(C1C(=O)OC)=O)C1=CC=C(C=C1)C(C)O)C=C(C=N2)C(F)(F)F